1-{1-[5-Chloro-4-fluoro-2-methoxy-3-(1-methylazetidin-3-yl)phenyl]ethyl}-3-(difluoromethyl)-1H-pyrazolo[3,4-d]pyrimidin ClC=1C(=C(C(=C(C1)C(C)N1N=C(C=2C1=NC=NC2)C(F)F)OC)C2CN(C2)C)F